The molecule is the D-enantiomer of histidinium(1+). It has a role as a Saccharomyces cerevisiae metabolite. It is a conjugate base of a D-histidinium(2+). It is a conjugate acid of a D-histidine. It is an enantiomer of a L-histidinium(1+). C1=C(NC=[NH+]1)C[C@H](C(=O)[O-])[NH3+]